3-(5-(1-(benzo[d]thiazol-6-ylmethyl)piperidin-4-yl)-6-fluoro-1-oxoisoindolin-2-yl)piperidine-2,6-dione S1C=NC2=C1C=C(C=C2)CN2CCC(CC2)C=2C=C1CN(C(C1=CC2F)=O)C2C(NC(CC2)=O)=O